O[C@@H](CO)C1=C2C(=NC=C1)N(N=C2C2CN(C2)C(C(=C)F)=O)C2=CC=C(C=C2)S(F)(F)(F)(F)F 1-[3-[4-[(1R)-1,2-dihydroxyethyl]-1-[4-(pentafluoro-lambda6-sulfanyl)phenyl]pyrazolo[3,4-b]pyridin-3-yl]azetidin-1-yl]-2-fluoro-prop-2-en-1-one